5-((1r,3r)-1-(3-bromophenyl)-3-methoxycyclobutyl)-4-methyl-4H-1,2,4-triazole-3-thiol BrC=1C=C(C=CC1)C1(CC(C1)OC)C=1N(C(=NN1)S)C